2-(1-(cyclopropylsulfonyl)-1H-pyrazol-4-yl)-N-(4-(4-(isopropylamino)piperidin-1-yl)-5-((1-methyl-1H-pyrazol-4-yl)ethynyl)pyridin-2-yl)pyrimidin-4-amine C1(CC1)S(=O)(=O)N1N=CC(=C1)C1=NC=CC(=N1)NC1=NC=C(C(=C1)N1CCC(CC1)NC(C)C)C#CC=1C=NN(C1)C